methyl (R)-6-chloro-3-((1-(2-ethyl-3,6-dimethyl-4-oxo-3,4-dihydroquinazolin-8-yl)ethyl)amino)picolinate ClC1=CC=C(C(=N1)C(=O)OC)N[C@H](C)C=1C=C(C=C2C(N(C(=NC12)CC)C)=O)C